O=C1NC(CCC1N1C(C2=CC=C(C=C2C1)N1CCN(CC1)CCCOC=1C=C(C=CC1)[C@@H](C)NC(OC(C)(C)C)=O)=O)=O Tert-butyl (1R)-1-(3-(3-(4-(2-(2,6-dioxopiperidin-3-yl)-1-oxoisoindolin-5-yl)piperazin-1-yl)propoxy)phenyl)ethylcarbamate